(3R,4S)-3-amino-4-(3-boronopropyl)-1-(N-(cyclopropylmethyl)-N-((R)-pyrrolidin-3-yl)sulfamoyl)pyrrolidine-3-carboxylic acid, 2,2,2-trifluoroacetic acid salt FC(C(=O)O)(F)F.N[C@]1(CN(C[C@@H]1CCCB(O)O)S(N([C@H]1CNCC1)CC1CC1)(=O)=O)C(=O)O